CC1(C(NC(N1)=O)=O)CC(C)C 5-methyl-5-(2-methylpropyl)hydantoin